BrC1=CC2=C(N(C(N2C)=O)CC2=NC=C(C=C2)C=2OC(=NN2)C(F)F)C=C1 5-bromo-1-((5-(5-(difluoromethyl)-1,3,4-oxadiazol-2-yl)pyridin-2-yl)methyl)-3-methyl-1,3-dihydro-2H-benzo[d]imidazol-2-one